BrC=1N=C(N2C1C=CC=C2)C2=CC(=CC=C2)OC 1-bromo-3-(3-methoxyphenyl)imidazo[1,5-a]pyridine